3-(dimethylamino)-1-[4-(2-(piperidin-1-yl)ethoxy)phenyl]propan-1-ol CN(CCC(O)C1=CC=C(C=C1)OCCN1CCCCC1)C